[Si](C)(C)(C(C)(C)C)OCCN(CC(CCCCCCCCCCCC)O)CC(CCCCCCCCCCCC)O 1,1'-((2-((tert-butyldimethylsilyl)oxy)ethyl)azanediyl)bis(tetradecan-2-ol)